(7-((2-(5-(4-(4-(dimethylamino)but-2-enoyl)-2-oxopiperazin-1-yl)thiophen-2-yl)ethyl)amino)-7-oxoheptyl)-2-methylbenzamide CN(CC=CC(=O)N1CC(N(CC1)C1=CC=C(S1)CCNC(CCCCCCC=1C(=C(C(=O)N)C=CC1)C)=O)=O)C